BrC1=C(C(=C(C(=C1)OC)CC(CC)N)F)OC 1-(4-bromo-2-fluoro-3,6-dimethoxyphenyl)butan-2-amine